ClC1=C2C=CC=C3CC(C(C=C1)=C32)=O 6-chloroacenaphthylen-1(2H)-one